(2-((1H-pyrazol-4-yl)amino)-5-fluoropyrimidin-4-yl)-2-fluorobenzoic acid N1N=CC(=C1)NC1=NC=C(C(=N1)C=1C(=C(C(=O)O)C=CC1)F)F